Rel-2-({[(1s,15S,16R,19s)-3,6-difluoro-10-oxo-8,18-dioxa-11-azatetracyclo[17.2.2.02,7.011,16]tricosa-2(7),3,5-trien-15-yl]amino}methyl)benzonitrile FC=1C=2C3CCC(OC[C@H]4[C@H](CCCN4C(COC2C(=CC1)F)=O)NCC1=C(C#N)C=CC=C1)CC3 |o1:9,10|